BrCC1=CC(=NC=C1F)C1C(NC(CC1)=O)=O 3-(4-(Bromomethyl)-5-fluoropyridin-2-yl)piperidine-2,6-dione